FC1C(C(NC=2C=NN(C2C=2C=CN=C(CCC1)C2)C)=O)C 10-fluoro-3,9-dimethyl-3,4,7,15-tetraazatricyclo[12.3.1.02,6]Octadeca-1(18),2(6),4,14,16-pentaen-8-one